ClC=1C=CC(=C(C1)C1=C(C=NN1CCN(C)C)NC(=O)C=1C=NN2C1N=CC=C2)OC N-(5-(5-chloro-2-methoxyphenyl)-1-(2-(dimethylamino)ethyl)-1H-pyrazol-4-yl)pyrazolo[1,5-a]pyrimidine-3-carboxamide